[(3-chlorophenyl)hydrazono]propanedinitrile ClC=1C=C(C=CC1)NN=C(C#N)C#N